C(C)(C)(C)OC(=O)NC(N1[C@@H](CCC1)C1=NC(=NO1)C1=CC(=C(C=C1)OCCCC1=CC(=C(C=C1)Cl)Cl)C(F)(F)F)=NC(OC(C)(C)C)=O tert-butyl (S)-(((tert-butoxycarbonyl)amino)(2-(3-(4-(3-(3,4-dichlorophenyl)propoxy)-3-(trifluoromethyl)phenyl)-1,2,4-oxadiazol-5-yl)pyrrolidin-1-yl)methylene)carbamate